7-PROPOXYBENZOFURAN-2-YLBORONIC ACID C(CC)OC1=CC=CC=2C=C(OC21)B(O)O